(E)-ethyl 2-(4-(((cyclooct-2-en-1-yloxy)carbonyl)amino)phenyl)-2-((((2,5-dioxopyrrolidin-1-yl)oxy)carbonyl)oxy)acetate C1(\C=C\CCCCC1)OC(=O)NC1=CC=C(C=C1)C(C(=O)OCC)OC(=O)ON1C(CCC1=O)=O